6-bromobenzo[2,3-B]benzofuran BrC1=CC=CC=2C3=C(OC21)C=CC=C3